O=C1NC2C(N1)CSC2CCCCC(=O)O hexahydro-2-oxo-1H-thieno[3,4]imidazole-4-pentanoic acid